C(C)(C)C1=CC(=C(C=C1)B(O)O)O (4-isopropyl-2-hydroxyphenyl)boronic acid